COC(=O)C1(CC(C1)C)C1=CC(=NC=C1)Br.ClC=1C(=NC=CC1)C=1C(=NN(C1)C(C)OCC)C1CC1 3-chloro-2-(3-cyclopropyl-1-(1-ethoxyethyl)-1H-pyrazol-4-yl)pyridine methyl-1-(2-bromopyridin-4-yl)-3-methylcyclobutane-1-carboxylate